Diphenyliodonium nonafluorobutane-1-sulfonate FC(C(C(C(S(=O)(=O)[O-])(F)F)(F)F)(F)F)(F)F.C1(=CC=CC=C1)[I+]C1=CC=CC=C1